1-(3-((R)-1-(2,2-difluorobenzo[d][1,3]dioxol-5-yl)ethoxy)phenyl)-3-(trifluoromethyl)-4,5,6,7-tetrahydro-1H-indazol-7-ol FC1(OC2=C(O1)C=CC(=C2)[C@@H](C)OC=2C=C(C=CC2)N2N=C(C=1CCCC(C21)O)C(F)(F)F)F